O1N=CC(=C1)C=1C=C(C=CC1)N1N=C(C=CC1=O)C(=O)N 1-(3-isoxazol-4-ylphenyl)-6-oxo-pyridazine-3-carboxamide